1-(2,2-DIETHOXYETHYL)PYRAZOLE-4-BORONIC ACID C(C)OC(CN1N=CC(=C1)B(O)O)OCC